C1(CC1)C1=C(C=NO1)C(=O)N1C=NC=C1 5-cyclopropyl-4-[(1H-imidazol-1-yl)carbonyl]-1,2-oxazole